FC1=C(C=CC(=C1F)OC)C1=CN=C2N1C=CN=C2NC2=CC(=C(C(=O)N1CCN(CC1)C(=O)[C@@H]1NC[C@H]([C@H]1O)O)C=C2)C 4-(4-((3-(2,3-difluoro-4-meth-oxyphenyl)imidazo[1,2-a]pyrazin-8-yl)amino)-2-methylbenzoyl)piperazin-1-yl((2R,3S,4R)-3,4-dihydroxypyrrolidin-2-yl)methanone